3-(5-(4-(5-(difluoromethoxy)-6-((2,4-dimethoxybenzyl)amino)-4-methylpyridin-2-yl)-2-fluorophenyl)-2-oxooxazol-3(2H)-yl)-1-((2-(trimethylsilyl)ethoxy)methyl)piperidine-2,6-dione FC(OC=1C(=CC(=NC1NCC1=C(C=C(C=C1)OC)OC)C1=CC(=C(C=C1)C1=CN(C(O1)=O)C1C(N(C(CC1)=O)COCC[Si](C)(C)C)=O)F)C)F